N1-ethyl-N3-methyl-N'-(2,2,2-trifluoroethyl)propane-1,3-diamine C(C)NCCCN(CC(F)(F)F)C